COC(/C(=C/C=1C=NN(C1)C)/NC(=O)OC(C)(C)C)=O (Z)-2-((tert-Butoxycarbonyl)amino)-3-(1-methyl-1H-pyrazol-4-yl)acrylic acid methyl ester